C(CCCCCCCCC)OCC(C[N+]1=CC2=CC=CC=C2CC1)OS(=O)(=O)O 2-[3-(decyloxy)-2-(sulfoxy)propyl]-3,4-dihydroisoquinolinium